COC(=O)C12C3C4C5(C3C1C5C24)NC(=O)OC(C)(C)C.C(CC)N(CCC)CC2=C(C=CC=C2)NC(=O)C=2C=C(C=CC2)NC(=O)C=2SC=CC2 N-(3-((2-((dipropylamino)methyl)phenyl)carbamoyl)phenyl)thiophene-2-carboxamide methyl-4-((tert-butoxycarbonyl)amino)cubane-1-carboxylate